C(C=C)(=O)N1C[C@@H](N(C[C@H]1C)C1=NC(N2C3=C(C(=C(C=C13)Cl)C1=C(C=C(C=C1)F)F)OC[C@H]2CCCO)=O)C (3R)-7-((2S,5R)-4-acryloyl-2,5-dimethylpiperazin-1-yl)-9-chloro-10-(2,4-difluorophenyl)-3-(3-hydroxypropyl)-2,3-dihydro-5H-[1,4]oxazino[2,3,4-ij]quinazolin-5-one